tert-butyl 4-(2-bromo-4-(2-(tert-butoxy)-2-oxoethyl)-5-ethyl-7-oxo-4,7-dihydrothiazolo[5,4-b]pyridin-6-yl)piperazine-1-carboxylate BrC=1SC=2N(C(=C(C(C2N1)=O)N1CCN(CC1)C(=O)OC(C)(C)C)CC)CC(=O)OC(C)(C)C